N1(CCC1)CC(=O)NC1=C(C(=C(C(=C1)F)C=1C=C2C(=CN1)NN=C2C=2C=NN(C2)C)F)F (azetidin-1-yl)-N-(2,3,5-trifluoro-4-(3-(1-methyl-1H-pyrazol-4-yl)-1H-pyrazolo[3,4-c]pyridin-5-yl)phenyl)acetamide